FC(C(=O)O)(F)F.CC1=NN=C(C2=CC=CC=C12)N 4-methylphthalazin-1-amine trifluoroacetate salt